C(C)OC=1C(=NC(=C(C1)N1[C@@H](CN(CC1)C(=O)N1[C@@H](CCC1)C1=CC(=CC=C1)F)CC)C(=O)N[C@H]1CN(CC1)C)C=1C=NC=CC1 ethoxy-5-[(2R)-2-ethyl-4-[(2S)-2-(3-fluorophenyl)pyrrolidine-1-carbonyl]piperazin-1-yl]-N-[(3R)-1-methylpyrrolidin-3-yl]-[2,3'-bipyridine]-6-carboxamide